N[C@H](C(=O)N1[C@@H](C[C@H](C1)O)C(=O)N[C@@H](C)C1=CC=C(C=C1)Br)C(C)(C)C (2S,4R)-1-[(2S)-2-amino-3,3-dimethylbutyryl]-N-[(1S)-1-(4-bromophenyl)ethyl]-4-hydroxypyrrolidine-2-carboxamide